COC(=O)C1=CC(=CS1)B(O)O 5-(METHOXYCARBONYL)THIOPHENE-3-BORONIC ACID